((S)-2-(2-Chloro-5-fluorophenyl)pyrrolidin-1-yl)-3-fluoro-N-((R,E)-4-(methylsulfonyl)but-3-en-2-yl)picolinamide ClC1=C(C=C(C=C1)F)[C@H]1N(CCC1)C1=C(C(=NC=C1)C(=O)N[C@H](C)\C=C\S(=O)(=O)C)F